4-((3-chloro-4-((4-methoxybenzyl)oxy)phenyl)amino)-6-nitroquinazolin-7-yl trifluoromethanesulfonate FC(S(=O)(=O)OC1=C(C=C2C(=NC=NC2=C1)NC1=CC(=C(C=C1)OCC1=CC=C(C=C1)OC)Cl)[N+](=O)[O-])(F)F